ClCC1C2(CCC(C1)C2)CN=C=O (chloromethyl)(isocyanatomethyl)bicyclo(2.2.1)heptane